O1C(CCCC1)N1N=CC(=C1)B1OC(C(O1)(C)C)(C)C 1-(Oxan-2-yl)-4-(tetramethyl-1,3,2-dioxaborolan-2-yl)-1H-pyrazole